C(CC)P propylphosphine